2-aminopyrimido[4,5-d]pyrimidin-4(3H)-one dioctyl-undecanedioate C(CCCCCCC)OC(CCCCCCCCCC(=O)OCCCCCCCC)=O.NC=1NC(C=2C(=NC=NC2)N1)=O